phenyl 3-methyl-pentyl ether CC(CCOC1=CC=CC=C1)CC